(2R)-amino-N-((S)-8,9-difluoro-6-oxo-1,4,5,6-tetrahydro-2H-pyrano[3,4-c]isoquinolin-1-yl)-(3R)-hydroxy-N-methylbutanamide N[C@](C(=O)N(C)[C@@H]1COCC=2NC(C=3C=C(C(=CC3C21)F)F)=O)(CC)O